trans-4-(3,4-dihydroisoquinolin-2(1H)-yl)-1-(6-(pyridin-3-ylamino)pyrimidin-4-yl)piperidin-3-ol C1N(CCC2=CC=CC=C12)[C@H]1[C@@H](CN(CC1)C1=NC=NC(=C1)NC=1C=NC=CC1)O